CNC=1C=CC(=NC1)C1(CCCCC1)C(=O)O 5-(methylamino)pyridin-2-ylcyclohexane-1-carboxylic acid